2-(1,2,2-trimethyl-3-bicyclo[3.1.0]hexanyl)propanal CC12C(C(CC2C1)C(C=O)C)(C)C